C1(=CC=CC=C1)C1=NC(=NC(=N1)C1=CC=CC=C1)C=1C=C(C=C(C1)N1C2=CC=C(C=C2C=2C=C(C=CC12)N1C2=CC=CC=C2C=2C=CC=CC12)N1C2=CC=CC=C2C=2C=CC=CC12)N1C2=CC=C(C=C2C=2C=C(C=CC12)N1C2=CC=CC=C2C=2C=CC=CC12)N1C2=CC=CC=C2C=2C=CC=CC12 9',9''''-(5-(4,6-diphenyl-1,3,5-triazin-2-yl)-1,3-phenylene)bis(9'H-9,3':6',9''-tercarbazole)